ClC=1C2=CN(N=C2C(=C(C1)C1=CC=C(C=C1)N1CCC(CC1)O)Cl)C(C(=O)NC=1SC=CN1)C1=C2N(C=N1)C[C@@H](C2)F (4,7-dichloro-6-(4-(4-hydroxypiperidin-1-yl)phenyl)-2H-indazol-2-yl)-2-((R)-6-fluoro-6,7-dihydro-5H-pyrrolo[1,2-c]imidazol-1-yl)-N-(thiazol-2-yl)acetamide